Methyl 4-[4-amino-3-(trifluoromethyl)pyrazol-1-yl]cyclohexanecarboxylate NC=1C(=NN(C1)C1CCC(CC1)C(=O)OC)C(F)(F)F